5-(4-Chloro-2,5-difluoro-3-{[(1S)-1-(piperidin-4-yl)ethyl]amino}phenyl)-1,3,4-oxadiazol-2(3H)-one ClC1=C(C(=C(C=C1F)C1=NNC(O1)=O)F)N[C@@H](C)C1CCNCC1